2-(benzylsulfanyl)-1-methyl-3-nitrobenzene C(C1=CC=CC=C1)SC1=C(C=CC=C1[N+](=O)[O-])C